(1-(2-methyl-6-nitro-2H-indazol-3-yl)azetidin-3-yl)methanol CN1N=C2C=C(C=CC2=C1N1CC(C1)CO)[N+](=O)[O-]